C(C)(C)(C)C=1SC(=C(N1)C=1C(=C(C=CC1)NS(=O)(=O)C1=C(C=CC=C1F)F)F)C1=NC(=NC=C1)NC1=CC=C(C=C1)S(=O)CCN1CCCCC1 N-(3-(2-(tert-butyl)-5-(2-((4-((2-(piperidin-1-yl)ethyl)sulfinyl)phenyl)amino)pyrimidin-4-yl)thiazol-4-yl)-2-fluorophenyl)-2,6-difluorobenzenesulfonamide